N-(5-amino-1-methyl-1H-pyrazol-3-yl)pivalamide NC1=CC(=NN1C)NC(C(C)(C)C)=O